6-fluoro-4-methoxy-2-(5-nitro-2-thienyl)-5-(trifluoromethyl)pyrimidine di-zinc [Zn].[Zn].FC1=C(C(=NC(=N1)C=1SC(=CC1)[N+](=O)[O-])OC)C(F)(F)F